2-ethylhexanoate titanium [Ti+4].C(C)C(C(=O)[O-])CCCC.C(C)C(C(=O)[O-])CCCC.C(C)C(C(=O)[O-])CCCC.C(C)C(C(=O)[O-])CCCC